lauryl-aminosodium diacetate C(C)(=O)O.C(C)(=O)O.C(CCCCCCCCCCC)N[Na]